BrC1=C2C(=NC=C1Cl)O[C@@](C2)(C2=CC=CC=C2)CNC(OC(C)(C)C)=O Tert-butyl (S)-((4-bromo-5-chloro-2-phenyl-2,3-dihydrofuro[2,3-b]pyridin-2-yl)methyl)carbamate